C(\C=C\C(=O)O)(=O)O.OC1=CC=C(C=C1)C(C)(C)C1=CC=C(C=C1)O bisphenol a fumarate salt